N-(3-(3-chloro-2-(3-methoxy-4-((methyl(((S)-5-oxopyrrolidin-2-yl)methyl)amino)methyl)phenyl)pyridin-4-yl)-2-methylphenyl)-5-(((R)-3-hydroxypyrrolidin-1-yl)methyl)picolinamide ClC=1C(=NC=CC1C=1C(=C(C=CC1)NC(C1=NC=C(C=C1)CN1C[C@@H](CC1)O)=O)C)C1=CC(=C(C=C1)CN(C[C@H]1NC(CC1)=O)C)OC